C(CCCCCCCCCCCCCCCCC)(=O)[O-].C(CCC)O[Zr+](OCCCC)OCCCC tributoxyzirconium stearate